2-[4-(Aminomethyl)-2-azabicyclo[2.1.1]hex-2-yl]-N-(5-cyclopentyl-1H-pyrazol-3-yl)pyrimidin-4-amine NCC12CN(C(C1)C2)C2=NC=CC(=N2)NC2=NNC(=C2)C2CCCC2